C1=CC=CC=2CC3=CC=CC=C3C(C12)=O 9,10-dihydroanthracene-9-one